2-({[5-Chloro-3-(methoxymethyl)imidazole-4-yl]methyl}sulfanyl)-3H,5H,6H,7H-cyclopenta[d]pyrimidin-4-one ClC1=C(N(C=N1)COC)CSC=1NC(C2=C(N1)CCC2)=O